tert-butyl 2-(5-[(5-chlorothiophen-2-yl)methyl]amino-1-(thiophene-3-carbonyl)-1H-pyrazol-3-yl)-2-methylpyrrolidine-1-carboxylate ClC1=CC=C(S1)CNC1=CC(=NN1C(=O)C1=CSC=C1)C1(N(CCC1)C(=O)OC(C)(C)C)C